1-(4-fluoro-3-(methylsulfonyl)benzoyl)-D-prolinamide FC1=C(C=C(C(=O)N2[C@H](CCC2)C(=O)N)C=C1)S(=O)(=O)C